1-(6-chlorothieno[2,3-b]pyridin-2-yl)-3-(((methylthio)carbonothioyl)oxy)cyclobutyl acetate C(C)(=O)OC1(CC(C1)OC(=S)SC)C1=CC=2C(=NC(=CC2)Cl)S1